C(#N)C(C(=O)OCC)NO ethyl 2-cyano-2-(hydroxyamino)acetate